FC=1C(=NC=CC1)C=O (3-fluoro-2-pyridyl)methanone